(E)-2-(4-methylbenzylidene)-2,3-dihydropyrrolizine-1-one CC1=CC=C(\C=C/2\C(C3=CC=CN3C2)=O)C=C1